O=C1C(=C(C1=O)NC1=C(C(=NC=C1)C(=O)N(C)CC)O)NC1C(CCC2=C1N=C(S2)C)(C)C 4-((3,4-dioxo-2-((2,5,5-trimethyl-4,5,6,7-tetrahydrobenzo[d]thiazol-4-yl)amino)cyclobut-1-en-1-yl)amino)-N-ethyl-3-hydroxy-N-methylpicolinamide